BrN1C(=O)N(C(=O)C1(CC)C)Cl 1-bromo-3-chloro-5-methyl-5-ethyl-Hydantoin